4-((1r,4r)-4-((5-chloro-4-(5-(cyclopropylmethyl)-1-methyl-1H-pyrazol-4-yl)pyrimidin-2-yl)amino)cyclohexyl)-3,6-dioxo-1-phenyl-2,10,13,16-tetraoxa-4,7,19-triazahenicosan ClC=1C(=NC(=NC1)NC1CCC(CC1)N(C(OCC1=CC=CC=C1)=O)CC(NCCOCCOCCOCCNCC)=O)C=1C=NN(C1CC1CC1)C